CC(CO)CCCCCCCCCCC(C(CC)O)C 2,13-dimethyl-1,14-hexadecanediol